(2S,3aS,6R,7aS)-3a-methyl-2-((perfluorophenyl)thio)-6-(prop-1-en-2-yl)hexahydrobenzo[d][1,3,2]oxathiaphospholane 2-sulphide C[C@@]12S[P@@](O[C@H]1C[C@@H](CC2)C(=C)C)(SC2=C(C(=C(C(=C2F)F)F)F)F)=S